4-bromo-3-((bromotriphenyl-λ5-phosphanyl)-methyl)-benzonitrile BrC1=C(C=C(C#N)C=C1)CP(C1=CC=CC=C1)(C1=CC=CC=C1)(C1=CC=CC=C1)Br